FC=1C=C(C=CC1OC1=CC=NC2=CC(=CN=C12)C(CO)C)NC(=O)C=1C(N(C(=CC1C)C)C1=CC=C(C=C1)F)=O N-[3-Fluoro-4-[[7-(1-hydroxypropan-2-yl)-1,5-naphthyridin-4-yl]oxy]phenyl]-1-(4-fluorophenyl)-4,6-dimethyl-2-oxopyridine-3-carboxamide